C1(CC1)CNC(C1=CC(=CC(=C1)C(F)(F)F)C(F)(F)F)=O N-(cyclopropylmethyl)-3,5-bis(trifluoromethyl)benzamide